ClC=1C=C(C(=NC1F)N1C(N(C(=CC1=O)C(F)(F)F)C)=O)F 3-(5-chloro-3,6-difluoro-2-pyridinyl)-1-methyl-6-trifluoromethylpyrimidine-2,4-dione